FC(C1=CC(=NN1COCC[Si](C)(C)C)C(=O)N)F 5-(difluoromethyl)-1-(2-trimethylsilylethoxymethyl)pyrazole-3-carboxamide